CC1=NOC(=C1C=1C=CC(=NC1)C[N+]1=NOC(=C1)[N-]C(NC=1C=NC=C(C1)C(F)(F)F)=O)C (3-((5-(3,5-dimethylisoxazol-4-yl)pyridin-2-yl)methyl)-1,2,3-oxadiazol-3-ium-5-yl)((5-(trifluoromethyl)pyridin-3-yl)carbamoyl)amide